(E)-3,4-dimethyl-N'-(1-(pyridin-3-yl)ethylidene)benzohydrazide CC=1C=C(C(=O)N/N=C(\C)/C=2C=NC=CC2)C=CC1C